NS(=O)(=O)OC methyl aminosulfonate